C(C1=CC=CC=C1)N(C1=CC=C(C=C1)C)C N-benzyl-N,4-dimethylaniline